(S)-N-(1-(4-(N-bicyclo[1.1.1]pentan-1-ylsulfamoyl)-3-methylphenylamino)-1-oxo-3-phenylpropan-2-yl)-5-fluoropicolinamide C12(CC(C1)C2)NS(=O)(=O)C2=C(C=C(C=C2)NC([C@H](CC2=CC=CC=C2)NC(C2=NC=C(C=C2)F)=O)=O)C